CC=1N(C=2C(=NC=C(C2)C=2C=CN3N=C(N=CC32)NC3CC2(COC2)C3)N1)C1CCOCC1 5-(2-methyl-1-(tetrahydro-2H-pyran-4-yl)-1H-imidazo[4,5-b]pyridin-6-yl)-N-(2-oxaspiro[3.3]heptan-6-yl)pyrrolo[2,1-f][1,2,4]triazin-2-amine